5-((2-fluoro-6-(pyrrolidin-1-ylmethyl)benzyl)amino)-N-(6-fluoropyridin-2-yl)-6-methylpyridine-2-sulfonamide FC1=C(CNC=2C=CC(=NC2C)S(=O)(=O)NC2=NC(=CC=C2)F)C(=CC=C1)CN1CCCC1